1-[5-(5-chloro-2-methoxypyridin-4-yl)-1H-pyrazole-3-carbonyl]-N-(6-methylpyrazin-2-yl)piperidine-4-carboxamide ClC=1C(=CC(=NC1)OC)C1=CC(=NN1)C(=O)N1CCC(CC1)C(=O)NC1=NC(=CN=C1)C